COC(=O)C12CC(CN2CCC1=C)=C.NC=1NC(C2=C(N1)NC(=C2)CCNS(=O)(=O)C2=C(C(=O)NC1=CC=NC=C1)C=CC=C2)=O (N-(2-(2-amino-4-oxo-4,7-dihydro-3H-pyrrolo[2,3-d]pyrimidin-6-yl)ethyl)sulfamoyl)-N-(pyridin-4-yl)benzamide Methyl-1,6-dimethylenetetrahydro-1H-pyrrolizine-7a(5H)-carboxylate